tert-butyl 2-(hydroxymethyl)-6,7-dihydropyrazolo[1,5-a]pyrazine-5(4H)-carboxylate OCC1=NN2C(CN(CC2)C(=O)OC(C)(C)C)=C1